triphenoxy(vinyl)silane O(C1=CC=CC=C1)[Si](C=C)(OC1=CC=CC=C1)OC1=CC=CC=C1